CC(C)(C(CO)C)O 2,3-dimethylbutane-2,4-diol